2-(4,5-dihydro-2H,3'H-spiro[furan-3,1'-isobenzofuran]-5'-yl)-2-fluoroacetic acid methyl ester COC(C(F)C=1C=C2COC3(C2=CC1)COCC3)=O